1-(aminomethyl)-5-((2S,3R,4S,5R)-3,4-dihydroxy-5-(hydroxymethyl)tetrahydrofuran-2-yl)pyridine-2,4(1H,3H)-dione NCN1C(CC(C(=C1)[C@@H]1O[C@@H]([C@H]([C@H]1O)O)CO)=O)=O